CC/C=C\\C/C=C\\C[C@@H](/C=C/C=C\\C=C\\[C@H](C/C=C\\CCC(=O)O)O)O The molecule is a dihydroxydocosahexaenoic acid that is (4Z,8E,10Z,12E,16Z,19Z)-docosahexaenoic acid in which the two hydroxy substituents are located at the 7S- and 14S-positions. It has a role as a human xenobiotic metabolite. It is a dihydroxydocosahexaenoic acid and a secondary allylic alcohol. It derives from an all-cis-docosa-4,7,10,13,16,19-hexaenoic acid.